COC(=O)C1=CN(C(C=C1N[C@@H]1[C@@H](CN(CC1)C(=O)OC(C)(C)C)F)=O)C1(CC1)C(F)F 4-(((cis)-1-(tert-butoxycarbonyl)-3-fluoropiperidin-4-yl)amino)-1-(1-(difluoromethyl)cyclopropyl)-6-oxo-1,6-dihydropyridine-3-carboxylic acid methyl ester